C1(CC1)[C@H](C)C=1C(=C2CCCC2=C(C1)F)NC(=O)N[S@](=O)(=N)C=1OC=C(C1)C(C)(C)O |&1:19| (R)- and (S)-N-((5-((S)-1-cyclopropylethyl)-7-fluoro-2,3-dihydro-1H-inden-4-yl)carbamoyl)-4-(2-hydroxypropan-2-yl)furan-2-sulfonimidamide